C[N+](C)(C)CCC(=O)[O-] trimethylammoniopropionate